penta-thiol S1SSSS1